ClC1=NC(=NC(=N1)Cl)C=CC1=CC(=CC=C1)[N+](=O)[O-] 2,4-dichloro-6-(3-nitrostyrenyl)-1,3,5-triazine